C(CCCC)C1CCC(CC1)C1=CC=C(OC2=C(C=C(C=C2)N)N)C=C1 1-(4-(4-amyl-cyclohexyl)phenoxy)-2,4-diaminobenzene